2-(3-hydroxymethyl-2,2-dimethylcyclobutylidene)propyl-(triphenyl)phosphonium bromide [Br-].OCC1C(C(C1)=C(C[P+](C1=CC=CC=C1)(C1=CC=CC=C1)C1=CC=CC=C1)C)(C)C